N-(2-hydroxy-2-methylpropyl)-4-(1H-pyrrolo[3,2-c]pyridin-4-yl)benzamide OC(CNC(C1=CC=C(C=C1)C1=NC=CC2=C1C=CN2)=O)(C)C